2-(4-Ethynyl-2-fluoroanilino)-3,4-difluoro-5-[[3-fluoro-2-(methylsulfamoylamino)pyridin-4-yl]methyl]benzamide C(#C)C1=CC(=C(NC2=C(C(=O)N)C=C(C(=C2F)F)CC2=C(C(=NC=C2)NS(NC)(=O)=O)F)C=C1)F